ClC=1C(=C(CNC(CN(C(CN2N=C(C3=CC(=CC=C23)NC(=O)N2CC(CC2)(F)F)C(=O)N)=O)C2CC2)=O)C=CC1)F 1-(2-((2-((3-chloro-2-fluorobenzyl)amino)-2-oxoethyl)(cyclopropyl)amino)-2-oxoethyl)-5-(3,3-difluoropyrrolidine-1-carboxamido)-1H-indazole-3-carboxamide